3-(2-methoxyphenyl)-N-phenylprop-2-en-1-imine COC1=C(C=CC=C1)C=CC=NC1=CC=CC=C1